2-[bis(2-hydroxyethyl)amino]-2-hydroxymethyl-1,3-propanediol OCCN(C(CO)(CO)CO)CCO